C(C)(C)(C)OOC(CC(=O)O)(C)OOC(C)(C)C 3,3-bis(tert-butylperoxy)butyric acid